benzyl 4-((3aS*,6aS*)-6,6-difluorohexahydro-1H-pyrrolo[3,2-c]isoxazol-1-yl)-2,2-diethyl-3-hydroxybutanoate FC1(CN[C@H]2[C@@H]1N(OC2)CC(C(C(=O)OCC2=CC=CC=C2)(CC)CC)O)F |o1:4,5|